N=CC=CN 1,5-diazapentadiene